(S)-2-(5-(4-chlorophenyl)-7-(1-methyl-1H-pyrazol-4-yl)-2H-pyrazolo[3,4-c]pyridin-2-yl)propan-1-ol ClC1=CC=C(C=C1)C1=CC=2C(C(=N1)C=1C=NN(C1)C)=NN(C2)[C@H](CO)C